ClC1=C(C(=O)C2=CC=CC=C2)C=CC(=C1)C1=CC=CC=C1 2-chloro-4-phenyl-benzophenone